3-azabicyclo[3.1.0]hexane-6-amine C12CNCC2C1N